4-(Trifluoromethyl)quinoline-3-carboxylic acid FC(C1=C(C=NC2=CC=CC=C12)C(=O)O)(F)F